C1(CCC12CNCC2)N 6-Azaspiro[3.4]octane-1-amine